O[C@@H](C(=O)OCCCC)CCC butyl (R)-2-hydroxypentanoate